N-{2-[(3S,4S)-3-amino-4-methoxypiperidin-1-yl]pyrimidin-4-yl}-8-[(2R,3S)-3-(methanesulfonylmeth-yl)-2-methylazetidin-1-yl]-5-(propan-2-yl)isoquinolin-3-amine N[C@H]1CN(CC[C@@H]1OC)C1=NC=CC(=N1)NC=1N=CC2=C(C=CC(=C2C1)C(C)C)N1[C@@H]([C@H](C1)CS(=O)(=O)C)C